BrC=1C(=C(C=CC1)NC(=O)C1=NC=C(C(=O)OC)C=C1)C methyl 6-((3-bromo-2-methylphenyl)carbamoyl)nicotinate